C(C1=CC=CC=C1)OCC1(CCN(CC1)C(=O)OC(C)(C)C)C#N tert-butyl 4-((benzyloxy) methyl)-4-cyanopiperidine-1-carboxylate